2-((3-hydroxyadamantan-1-yl)amino)-1-(isoindolin-2-yl)ethan-1-one formate C(=O)O.OC12CC3(CC(CC(C1)C3)C2)NCC(=O)N2CC3=CC=CC=C3C2